FC1=C(C=CC=C1)C1=NCC2=C(C3=C1C=CC(=C3)C)N=CN=C2 7-(2-Fluoro-phenyl)-10-methyl-5H-benzo[c]pyrimido[4,5-e]azepin